C(C)N(CC)CCCC[Sn] (diethylamino)butyl-tin